6-(5-chloro-2-(4-chloro-1H-1,2,3-triazol-1-yl)phenyl)pyrimidin-4-ol ClC=1C=CC(=C(C1)C1=CC(=NC=N1)O)N1N=NC(=C1)Cl